2,4,5-trimethyl-1-hexene CC(=C)CC(C(C)C)C